tris(trimethylsilyl-cyclopentadienyl)cerium (IV) chloride [Cl-].C[Si](C)(C)C1(C=CC=C1)[Ce+](C1(C=CC=C1)[Si](C)(C)C)C1(C=CC=C1)[Si](C)(C)C